O[C@@H]1C[C@H](N(C1)C(=O)[C@H](C(C)(C)C)NC(COCCOCCOCCOCCOC\C=C\C(=O)OC)=O)C(NCC1=CC=C(C=C1)C1=C(N=CS1)C)=O methyl (S,E)-3-((2S,4R)-4-hydroxy-2-((4-(4-methylthiazol-5-yl)benzyl)carbamoyl)pyrrolidine-1-carbonyl)-2,2-dimethyl-5-oxo-7,10,13,16,19-pentaoxa-4-azatricos-21-en-23-oate